C(C)(C)(C)OC(=O)N1CCN(CC1)CCCBr 4-(3-bromopropyl)piperazine-1-carboxylic acid tert-butyl ester